5-((1S,4S)-2,5-diazabicyclo[2.2.1]heptane-2-yl)-2-(2,4-dioxotetrahydropyrimidine-1(2H)-yl)isoindoline-1,3-dione [C@@H]12N(C[C@@H](NC1)C2)C=2C=C1C(N(C(C1=CC2)=O)N2C(NC(CC2)=O)=O)=O